P(=O)([O-])([O-])F.[K+].[V+5].[K+] potassium vanadium potassium fluorophosphate